2-(3,4-epoxycyclohexyl)Ethyltrimethoxysilane Tert-butyl-(4-((2,6-dioxopiperidin-3-yl)carbamoyl)-2-(trifluoromethyl)-1H-benzo[d]imidazol-7-yl)carbamate C(C)(C)(C)N(C(O)=O)C1=CC=C(C2=C1NC(=N2)C(F)(F)F)C(NC2C(NC(CC2)=O)=O)=O.C2(CC1C(CC2)O1)CC[Si](OC)(OC)OC